COC=1C=C(C=CC1)NC1=C2N=CN(C2=NC(=N1)N1CCOCC1)/N=C/C1=CC(=CC=C1)C (E)-N-(3-methoxyphenyl)-9-((3-methylbenzylidene)amino)-2-morpholino-9H-purin-6-amine